C(C1=CC=CC=C1)OCC1=NN(C(N1CC)=O)N1C(C2=CC=CC=C2C(=C1)N(C)C)=O (3-((Benzyloxy)methyl)-4-ethyl-5-oxo-4,5-dihydro-1H-1,2,4-triazol-1-yl)-4-(dimethylamino)isoquinolin-1(2H)-one